5-oxo-4-(1-(tetrahydro-2H-pyran-2-yl)-1H-pyrazol-4-yl)-4,5-dihydropyrazine-2-carboxylic acid O=C1N(C=C(N=C1)C(=O)O)C=1C=NN(C1)C1OCCCC1